2-methyl-2-(bromomethyl)-1,3-propanediol CC(CO)(CO)CBr